[Si](C)(C)(C(C)(C)C)O[C@H]1COCC[C@@H]1N1C=NC2=C(C(=C(C=C2C1=O)C(O)C1=CC(=C(C=C1)C(NC)=O)F)C)C 1,5-anhydro-2-O-(tert-butyl(dimethyl)silyl)-3,4-dideoxy-3-(6-((3-fluoro-4-(methylcarbamoyl)phenyl)(hydroxy)methyl)-7,8-dimethyl-4-oxoquinazolin-3(4H)-yl)-L-threo-pentitol